bispyrido[3,2-a:2',3'-c]phenazine C1=CC=NC2=C1C1=NC3=CC=CC=C3N=C1C1=C2N=CC=C1